methyl-6-{5-methyl-1H-pyrazol-3-ylamino}pyrimidin CC1=NC(=CC=N1)NC1=NNC(=C1)C